2-CYANO-3-FLUOROBENZALDEHYDE C(#N)C1=C(C=O)C=CC=C1F